N-(4-(4-methylpiperazin-1-yl)phenyl)carboxamide CN1CCN(CC1)C1=CC=C(C=C1)NC=O